2-(dimethylamino)-1-[4-(trifluoromethyl)phenyl]ethanone oxime CN(CC(=NO)C1=CC=C(C=C1)C(F)(F)F)C